ClC1=NN=CC2=CC=C(C=C12)Cl 1,7-dichlorophthalazine